ClC=1C=C(C(=O)N[C@@H](C)C=2N(N=CN2)C2=NN(C(CC2)=O)C)C=C(C1)C(F)(F)F 3-chloro-N-[(1S)-1-[2-(1-methyl-6-oxo-4,5-dihydropyridazin-3-yl)-1,2,4-triazol-3-yl]ethyl]-5-(trifluoromethyl)benzamide